C(C)OC(=O)C(COC1CN(C1)C(=O)OCC1=CC=CC=C1)=C(C)C benzyl 3-(2-ethoxycarbonyl-3-methyl-but-2-enoxy)azetidine-1-carboxylate